methyl 3-(N-(4-chloro-5-(5-methylisoxazol-4-yl)-2-(pyridin-2-yl)phenyl)sulfamoyl)-4-cyclopropylbenzoate ClC1=CC(=C(C=C1C=1C=NOC1C)NS(=O)(=O)C=1C=C(C(=O)OC)C=CC1C1CC1)C1=NC=CC=C1